4-[[(2S,3S,4S,5S)-3-(3,4-Difluoro-2-methoxy-phenyl)-4,5-dimethyl-5-(trifluoromethyl)tetrahydrofuran-2-carbonyl]amino]-6-methyl-pyridin-2-carboxamid FC=1C(=C(C=CC1F)[C@H]1[C@H](O[C@@]([C@H]1C)(C(F)(F)F)C)C(=O)NC1=CC(=NC(=C1)C)C(=O)N)OC